N-(4-((2-amino-3-(3-aminoprop-1-yn-1-yl)pyridin-4-yl)oxy)-3-fluorophenyl)-1-(3-fluoropyridin-2-yl)-5-(trifluoromethyl)-1H-pyrazole-4-carboxamide NC1=NC=CC(=C1C#CCN)OC1=C(C=C(C=C1)NC(=O)C=1C=NN(C1C(F)(F)F)C1=NC=CC=C1F)F